3-(3,3-dimethyl-2-oxo-4-(4-oxopiperidin-1-yl)indolin-1-yl)piperidine-2,6-dione CC1(C(N(C2=CC=CC(=C12)N1CCC(CC1)=O)C1C(NC(CC1)=O)=O)=O)C